({5-[(3S)-3-aminotetrahydro-1H-pyrrol-1-yl]pentyl}amino)methanesulfonic acid-2-methylpropan-2-yl ester CC(C)(C)OS(=O)(=O)CNCCCCCN1C[C@H](CC1)N